COC=1C=C2C(=NC=NC2=CC1OC)N1CCN(CCC1)S(=O)(=O)N 4-(6,7-dimethoxyquinazolin-4-yl)-1,4-diazepane-1-sulfonamide